ClC=1C=C(C=2C[C@H](CC2C1)NC=1N=CC2=C(N1)CN(C2=O)C2CCOCC2)C#N (S)-6-chloro-2-((5-oxo-6-(tetrahydro-2H-pyran-4-yl)-6,7-dihydro-5H-pyrrolo[3,4-d]pyrimidin-2-yl)amino)-2,3-dihydro-1H-indene-4-carbonitrile